C(CCCC)C1=NOC(=N1)CC(C(=O)OC(C)(C)C)=C tert-butyl 2-((3-pentyl-1,2,4-oxadiazol-5-yl)methyl)acrylate